dihydrochlorid-hydrat O.Cl.Cl